C1(=CC=CC=C1)[C@H](C)NC1=CC(N(C(N1)=O)C1=CN=NC=C1)=O (S)-6-((1-phenylethyl)amino)-3-(pyridazin-4-yl)pyrimidine-2,4(1h,3h)-dione